dioctyltin bis(isooctylthioacetate) C(CCCCC(C)C)CC(=S)[O-].C(CCCCC(C)C)CC(=S)[O-].C(CCCCCCC)[Sn+2]CCCCCCCC